C12C(C(C(C=C1)C2)C(=O)O)C(=O)O norborn-5-ene-2,3-dicarboxylic acid